N-(3-bromo-2-methylphenyl)-5-(3-fluoropropyl)-1-methyl-4,5,6,7-tetrahydro-1H-imidazo[4,5-c]pyridine-2-carboxamide BrC=1C(=C(C=CC1)NC(=O)C=1N(C2=C(CN(CC2)CCCF)N1)C)C